FC(CN1C(=NC2=NC=C(C=C21)C2=CNC=1N=C(N=CC12)NC1CCC(CC1)OCCO)C)F 2-(((1r,4r)-4-((5-(1-(2,2-difluoroethyl)-2-methyl-1H-imidazo[4,5-b]pyridin-6-yl)-7H-pyrrolo[2,3-d]pyrimidin-2-yl)amino)cyclohexyl)oxy)ethan-1-ol